(6-(cyclopropylmethoxy)pyridazin-3-yl)-2-(4,4-difluoro-3-(pyridin-4-yl)piperidin-1-yl)propanamide C1(CC1)COC1=CC=C(N=N1)C(C(=O)N)(C)N1CC(C(CC1)(F)F)C1=CC=NC=C1